C(C1=CC=CC=C1)OC1=CC(=C(C(=O)OC2=C(C(=C(C(=O)O)C(=C2C)O)C)C#N)C(=C1)C)OC 4-((4-(benzyloxy)-2-methoxy-6-methylbenzoyl)oxy)-3-cyano-6-hydroxy-2,5-dimethylbenzoic acid